C(C)(=O)O[C@H]1C[C@](OC([C@@H]1NC(CNC(C(F)(F)F)=O)=O)[C@@H]([C@@H](COC(C)=O)OC(C)=O)OC(C)=O)(C(=O)OCC1=CC=CC=C1)SC1=CC=CC=C1 benzyl (2R,4S,5R)-4-acetoxy-2-phenylsulfanyl-6-[(1S,2R)-1,2,3-triacetoxypropyl]-5-[[2-[(2,2,2-trifluoroacetyl)amino]acetyl]amino]tetrahydropyran-2-carboxylate